ClC=1C=C(NC2=NC=3N(C=C2)N=CC3[N+](=O)[O-])C=CC1F 5-(3-chloro-4-fluoroanilino)-3-nitropyrazolo[1,5-A]pyrimidine